C(#N)C1=CC=C(C=C1)C=1OC2=C(CNCC2)N1 2-(4-Cyanophenyl)-4,5,6,7-tetrahydrooxazolo[4,5-c]pyridine